tert-butyl (1-(3-bromo-5-chloro-2-(hydroxymethyl)phenyl)-3-(methoxymethyl)pyrrolidin-3-yl)carbamate BrC=1C(=C(C=C(C1)Cl)N1CC(CC1)(COC)NC(OC(C)(C)C)=O)CO